(R)-N-(3-(3-chloro-2-(3-methoxy-4-((((5-oxopyrrolidin-2-yl)methyl)amino)methyl)phenyl)pyridin-4-yl)-2-methylphenyl)-5-(((2-methoxyethyl)amino)methyl)picolinamide ClC=1C(=NC=CC1C=1C(=C(C=CC1)NC(C1=NC=C(C=C1)CNCCOC)=O)C)C1=CC(=C(C=C1)CNC[C@@H]1NC(CC1)=O)OC